C(#C)C1=CC=CC=2C(N([C@H]3C=4N([C@@H](C21)C3)C3=C(N4)C=CC(=C3)C#N)C([2H])([2H])[2H])=O (7R,14R)-1-ethynyl-6-(methyl-d3)-5-oxo-5,6,7,14-tetrahydro-7,14-methanobenzo[f]benzo[4,5]imidazo[1,2-a][1,4]diazocine-11-carbonitrile